((1R)-1-(3-((3-methoxyphenyl)amino)-2-methyl-3-oxopropionamido)-2-(p-tolyl)ethyl)boric acid COC=1C=C(C=CC1)NC(C(C(=O)N[C@@H](CC1=CC=C(C=C1)C)OB(O)O)C)=O